C[C@H]1N([C@@H](C2=CC=C3C(=C2C1)OC(N3C(C3=CC=CC=C3)(C3=CC=CC=C3)C3=CC=CC=C3)=O)C3=CC=C(C=N3)O[C@@H]3CN(CC3)C(=O)OC(C)(C)C)CC(F)(F)F tert-butyl (S)-3-((6-((6S,8R)-8-methyl-2-oxo-7-(2,2,2-trifluoroethyl)-3-triphenylmethyl-2,3,6,7,8,9-hexahydrooxazolo[5,4-f]isoquinolin-6-yl)pyridin-3-yl)oxy)pyrrolidine-1-carboxylate